CC1=NC(=NC=2N([C@H](C(NC12)=O)C)C)NCC=1C=NN(C1)CCC1CCOCC1 (7S)-4,7,8-trimethyl-2-(((1-(2-(tetrahydro-2H-pyran-4-yl)ethyl)-1H-pyrazol-4-yl)methyl)amino)-7,8-dihydropteridin-6(5H)-one